FC(C(=O)O)(F)F.ClC1=CC=C(C[C@@H]2N(C[C@@H](OC2)C=2OC=C(N2)C)C2CCN(CC2)C=2NC(=NN2)N)C=C1 5-(4-((2R,5S)-5-(4-chlorobenzyl)-2-(4-methyloxazol-2-yl)morpholino)piperidin-1-yl)-4H-1,2,4-triazol-3-amine 2,2,2-trifluoroacetate